CC=1C=C(C(=NC1)C(=O)N1[C@@H]2[C@@H](C[C@H](C1)C2)NC2=NC=C(N=C2)C(F)(F)F)N2N=CC=N2 (5-methyl-3-(2H-1,2,3-triazol-2-yl)pyridin-2-yl)((1S,4S,6R)-6-((5-(trifluoromethyl)pyrazin-2-yl)amino)-2-azabicyclo[2.2.1]heptan-2-yl)methanone